tert-butyl (2S)-2-[bis(tert-butoxycarbonyl)amino]-5-oxo-pentanoate C(C)(C)(C)OC(=O)N([C@H](C(=O)OC(C)(C)C)CCC=O)C(=O)OC(C)(C)C